C1(=CC=CC=C1)C1(CC2CCC(C1)N2)NS(=O)(=O)C2=CC=C(C=C2)OC(F)(F)F N-(3-phenyl-8-azabicyclo[3.2.1]oct-3-yl)-4-(trifluoromethoxy)benzenesulfonamide